(S)-methyl-2-((4-(6-((7-methoxypyrazolo[1,5-a]pyridin-4-yl)methoxy)pyridine-2-yl)piperidin-1-yl)methyl)-1-((oxetan-2-yl)methyl)-1H-benzo[d]imidazole-6-carboxylate COC(=O)C=1C=CC2=C(N(C(=N2)CN2CCC(CC2)C2=NC(=CC=C2)OCC=2C=3N(C(=CC2)OC)N=CC3)C[C@H]3OCC3)C1